[2-[2-(1-chloro-2-methyl-propoxy)-2-oxo-ethyl]phenyl] propanoate C(CC)(=O)OC1=C(C=CC=C1)CC(=O)OC(C(C)C)Cl